iridium 2-benzylpyridinium C(C1=CC=CC=C1)C1=[NH+]C=CC=C1.[Ir+3]